C(#N)C(C(C(C)N(C=O)C1CCCCC1)=O)=P(CCCC)(CCCC)CCCC N-[4-cyano-3-oxo-4-(tributyl-λ5-phosphanylidene)butan-2-yl]-N-cyclohexyl-formamide